C[C@]1(CCC[C@@]2([C@@H]1[C@@H]([C@]34[C@H]2CC[C@H](C3)C(=C)C4)C(=O)O)C=O)C(=O)O The molecule is a C20-gibberellin that consists of a tetracyclic skeleton bearing two carboxy and a formyl group. It has a role as a plant metabolite. It is a dicarboxylic acid, an aldehyde and a C20-gibberellin. It is a conjugate acid of a gibberellin A24(2-).